ClC1=NC=2N(C(=C1)N[C@H](C)C1=C(C=C(C=C1)Cl)C)N=CC2 (R)-5-chloro-N-(1-(4-chloro-2-methylphenyl)ethyl)pyrazolo[1,5-a]pyrimidin-7-amine